FC=1C=CC(=C(OC2CCN(CC2)C(C)=O)C1)C 1-(4-(5-fluoro-2-methylphenoxy)piperidin-1-yl)ethan-1-one